L-3-hydroxybutyrate OC(CC(=O)[O-])C